C(\C=C\C(=O)O)(=O)O.FC1=C(C=C2C(=NNC2=C1)CCN1CCCC1)OC 6-fluoro-5-methoxy-3-(2-(pyrrolidin-1-yl)ethyl)-1H-indazole fumarate